C1(CC1)S(=O)(=O)N1N=CC(=C1)C1=NC=CC(=N1)C1(NC=C(C(=C1)NC1CCC(CC1)NCCF)C1=NN(C=C1)C(F)F)N 2-(2-(1-(Cyclopropylsulfonyl)-1H-pyrazol-4-yl)pyrimidin-4-yl)-5-(1-(difluoromethyl)-1H-pyrazol-3-yl)-N4-((1s,4s)-4-((2-fluoroethyl)amino)cyclohexyl)pyridine-2,4-diamine